N-((3R,4S)-4-((7-(2,6-dichloro-3,5-dimethoxyphenyl)-5-(3,3-difluoroazetidin-1-yl)-2,6-naphthyridin-3-yl)amino)tetra-hydrofuran-3-yl)acrylamide ClC1=C(C(=C(C=C1OC)OC)Cl)C1=NC(=C2C=C(N=CC2=C1)N[C@H]1[C@H](COC1)NC(C=C)=O)N1CC(C1)(F)F